NC1=C(C(=O)O)C=CC=C1Br 2-amino-3-bromobenzoic acid